C1(=CC=CC=C1)NC(=S)N/N=C(\C)/C1=NC=CC=C1 (E)-N-phenyl-2-(1-(pyridine-2-yl)ethylidene)hydrazine-1-carbothioamide